C(N)(=N)C=1C=C(SC1)[C@@H](CO)NC(=O)[C@H]1N(C[C@@H](C1)S(=O)(=O)C)C(CNC(=O)C=1C=C(C=CC1)C1=CC=C(C=C1)C)=O (2S,4R)-N-((R)-1-(4-carbamimidoylthiophen-2-yl)-2-hydroxyethyl)-1-((4'-methyl-[1,1'-biphenyl]-3-carbonyl)glycyl)-4-(methylsulfonyl)pyrrolidine-2-carboxamide